2-butyl-1-(4-(((2-cyclobutyl-2-methylpropyl)amino)methyl)benzyl)-1H-imidazo[4,5-c]quinolin-4-amine C(CCC)C=1N(C2=C(C(=NC=3C=CC=CC23)N)N1)CC1=CC=C(C=C1)CNCC(C)(C)C1CCC1